N-(2-(2-amino-ethoxy)ethyl)-4-((3-(2,3-difluoro-4-methoxyphenyl)imidazo[1,2-a]pyrazin-8-yl)amino)-2-ethyl-6-fluorobenzamide dihydrochloride Cl.Cl.NCCOCCNC(C1=C(C=C(C=C1F)NC=1C=2N(C=CN1)C(=CN2)C2=C(C(=C(C=C2)OC)F)F)CC)=O